FC(OC1=CC=C(C=C1)C1=CN=C2N1C=CN=C2NC2=CC(=C(C(=O)N)C=C2)C)F 4-((3-(4-(difluoromethoxy)phenyl)imidazo[1,2-a]pyrazin-8-yl)amino)-2-methylbenzamide